C1(=CC(=CC=C1)C1=NOC(=C1)C1N(CCC1)C#N)C1=CC=CC=C1 (3-([1,1'-Biphenyl]-3-yl)isoxazol-5-yl)pyrrolidine-1-carbonitrile